2,2-difluoro-2-(3-fluorophenyl)-1-phenylethane FC(CC1=CC=CC=C1)(C1=CC(=CC=C1)F)F